C([C@@H](O)C)(=O)[O-].[K+] potassium L-lactate